C[C@H](C1=CC=CC=C1)[NH3+] The molecule is an ammonium ion resulting from the protonation of the amino group of (R)-1-phenylethanamine; major microspecies at pH 7.3. It is a conjugate acid of a (1R)-1-phenylethanamine. It is an enantiomer of a (1S)-1-phenylethanaminium.